4-(1,1-dimethylethyl)-2-hydroxy-1,3-benzenedimethanol CC(C)(C)C1=C(C(=C(C=C1)CO)O)CO